C(C)(C)(C)OC(=O)N([C@H](C(=O)N(C)C1(CCC1)C(=O)N[C@@H](COC=1C=NC2=CC=C(C=C2C1C(=O)OCC1=CC=CC=C1)F)CC1=CC=CC=C1)CC(C)C)C benzyl 3-((R)-2-(1-((S)-2-((tert-butoxycarbonyl)(methyl)amino)-N,4-dimethylpentanamido)cyclobutane-1-carboxamido)-3-phenylpropoxy)-6-fluoroquinoline-4-carboxylate